Cis-diiodo-(1R,2R)-1,2-cyclohexanediamine platinum (II) [Pt+2].I[C@]1([C@](CCCC1)(N)I)N